3-iodo-2-propynyl-N-butylcarbamate IC(C(CNC([O-])=O)C#CC)C